4-((1R,3r)-3-(1-(2,6-dioxopiperidin-3-yl)-3-methyl-2-oxo-2,3-dihydro-1H-benzo[d]imidazol-4-yl)cyclobutoxy)piperidine-1-carboxylic acid tert-butyl ester C(C)(C)(C)OC(=O)N1CCC(CC1)OC1CC(C1)C1=CC=CC=2N(C(N(C21)C)=O)[C@H]2C(NC(CC2)=O)=O